[(cyclohexyl-d5)biphenylyl](phenyl-d5)indolocarbazole C1(C(C(CCC1)([2H])C=1C(=C(C=CC1)C1=CC=CC=C1)C=1C(=C2C(=CC1)N=C1C=CC3=C4C=CC=CC4=NC3=C12)C1=C(C(=C(C(=C1[2H])[2H])[2H])[2H])[2H])([2H])[2H])([2H])[2H]